methyl-ethyl-imidazole CC=1N=C(NC1)CC